ClC=1C(=NC=C(C1)C(F)(F)F)CC#N 2-[3-chloro-5-(trifluoromethyl)-2-pyridyl]-acetonitrile